5-(3-(Difluoromethoxy)phenyl)-N-(3-(morpholinomethyl)-1,2,4-thiadiazol-5-yl)thiophene-3-carboxamide FC(OC=1C=C(C=CC1)C1=CC(=CS1)C(=O)NC1=NC(=NS1)CN1CCOCC1)F